2,6-Difluoro-3-(3-methoxy-5-(methyl(tetrahydro-2H-pyran-4-yl)amino)-1H-indazol-1-yl)-5-(trifluoromethyl)phenol FC1=C(C(=C(C=C1N1N=C(C2=CC(=CC=C12)N(C1CCOCC1)C)OC)C(F)(F)F)F)O